C1(=C(C(=CC(=C1)C)C)S(=O)(=O)NC(COC1=CC=CC2=CC=CC=C12)=O)C N-(Mesitylsulfonyl)-2-(naphthalen-1-yloxy)acetamide